2-(6-(((1s,3s)-3-hydroxycyclohexyl)amino)pyridazin-3-yl)-3-methyl-5-(trifluoromethyl)phenol O[C@@H]1C[C@H](CCC1)NC1=CC=C(N=N1)C1=C(C=C(C=C1C)C(F)(F)F)O